pyrido[2,1-b]quinazoline-7-carboxamide C=1C2=CN3C(N=C2C=CC1)=CC(=CC3)C(=O)N